2-(4,5-dimethyl-6-((1-methylpiperidin-3-yl)methyl)pyridazin-3-yl)-5-(trifluoromethyl)phenol CC1=C(N=NC(=C1C)CC1CN(CCC1)C)C1=C(C=C(C=C1)C(F)(F)F)O